1-ethyl-3,3-dimethyl-3H-indol-1-ium-5-sulfonate C(C)[N+]1=CC(C2=CC(=CC=C12)S(=O)(=O)[O-])(C)C